4-((R)-4-((1R,5S)-3,8-diazabicyclo[3.2.1]oct-3-yl)-6-chloro-8-fluoro-2-(((2S,5S)-5-methoxy-1-methylpyrrolidin-2-yl)oxy)quinazolin-7-yl)-2-aminobenzo[b]selenophene-3-Nitrile [C@H]12CN(C[C@H](CC1)N2)C2=NC(=NC1=C(C(=C(C=C21)Cl)C2=CC=CC=1[Se]C(=C(C12)C#N)N)F)O[C@@H]1N([C@H](CC1)OC)C